German phosphorus [P].[GeH4]